C1(CC1)CN(C1=CC(N(C=2C=CC(=NC12)C#N)C)=O)C1=CC=C(C=C1)C1CC1 8-((cyclopropylmethyl)(4-cyclopropylphenyl)amino)-5-methyl-6-oxo-5,6-dihydro-1,5-naphthyridine-2-carbonitrile